tert-Butyl 4-(4-(benzyloxy)-1-(4-chlorophenoxy)-4-oxobutan-2-yl)piperazine-1-carboxylate C(C1=CC=CC=C1)OC(CC(COC1=CC=C(C=C1)Cl)N1CCN(CC1)C(=O)OC(C)(C)C)=O